(2S,2'S,2''S)-3,3',3''-((nitrilotri(ethane-2,1-diyl))tri(benzofuran-3,5-diyl))tris(2-((R)-pyrrolidin-3-yl)propanoic acid) N(CCC1=COC2=C1C=C(C=C2)C[C@H](C(=O)O)[C@@H]2CNCC2)(CCC2=COC1=C2C=C(C=C1)C[C@H](C(=O)O)[C@@H]1CNCC1)CCC1=COC2=C1C=C(C=C2)C[C@H](C(=O)O)[C@@H]2CNCC2